1-(7-fluoroheptyl)nonyl 8-{(2-hydroxyethyl)[5-(1-octylnonyloxycarbonyl)pentyl]amino}octanoate OCCN(CCCCCCCC(=O)OC(CCCCCCCC)CCCCCCCF)CCCCCC(=O)OC(CCCCCCCC)CCCCCCCC